FC1=C2CN(C(C2=CC=C1N1CCN(CC1)CC1(CCNCC1)F)=O)C1C(NC(CC1)=O)=O 3-[4-fluoro-5-[4-[(4-fluoro-4-piperidyl)methyl]piperazin-1-yl]-1-oxo-isoindolin-2-yl]piperidine-2,6-dione